benzyl 4-(tert-butoxy)-2-(hydroxymethyl)pyrrolidine-1-carboxylate C(C)(C)(C)OC1CC(N(C1)C(=O)OCC1=CC=CC=C1)CO